The molecule is a hexacosenoic acid with the double bond at the 2-position. It is a hexacosenoic acid and an alpha,beta-unsaturated monocarboxylic acid. CCCCCCCCCCCCCCCCCCCCCCC/C=C/C(=O)O